4-methyl-3-[(2-methyl-4-amino-5-pyrimidinyl)methyl]-5-(2-hydroxyethyl)thiazole CC=1N(CSC1CCO)CC=1C(=NC(=NC1)C)N